ClC=1C(=CC(=NC1)C(F)(F)F)N1C(N(C(C1)C#N)C1=CN=CC2=CC=CC=C12)=O 1-(5-chloro-2-(trifluoromethyl)pyridin-4-yl)-3-(isoquinolin-4-yl)-2-oxoimidazoline-4-carbonitrile